C12(OCC(C1)C2)CN2N=CC(=C2)B2OC(C(O2)(C)C)(C)C 1-(2-Oxabicyclo[2.1.1]hexan-1-ylmethyl)-4-(4,4,5,5-tetramethyl-1,3,2-dioxaborolan-2-yl)pyrazole